NCCCNC(C(=C)C)=O N-(3-aminopropyl)-2-methyl-prop-2-enamide